C1(C=CCC1)C=O 2-cyclopentenaldehyde